1-chloro-7-(5-methyl-1,2,4-oxadiazol-3-yl)isoquinoline ClC1=NC=CC2=CC=C(C=C12)C1=NOC(=N1)C